COC1=C(C=CC=C1)C=CC(=O)N1C(OCC1)=O 3-(3-(2-methoxyphenyl)acryloyl)oxazolidin-2-one